FC(C)(C)C1CCC(CC1)CN1C[C@@H](C([C@@H](C1)O)O)O (3S,4R,5R)-1-(((1r,4R)-4-(2-fluoropropan-2-yl)cyclohexyl)methyl)piperidine-3,4,5-triol